CNC(CN=[N+]=[N-])=O N-methyl-azidoacetamide